C(C)(C)(C)C1=NOC=C1C(=O)N[C@H](C(=O)NC1=NC=C(C=C1)C1=C(C=NN1C)C)C1CCC(CC1)C 3-(tert-butyl)-N-((S)-2-((5-(1,4-dimethyl-1H-pyrazol-5-yl)pyridin-2-yl)amino)-1-((1r,4S)-4-methylcyclohexyl)-2-oxoethyl)isoxazole-4-carboxamide